N-[2-(2,5-Dimethyl-2H-pyrazol-3-yl)-imidazo[1,2-a]pyridin-7-yl]-methyl-amine CN1N=C(C=C1C=1N=C2N(C=CC(=C2)NC)C1)C